(S)-3-((S)-2-(1H-indole-2-carboxamido)-4-methylpentanamido)-2-oxo-4-((S)-2-oxopyrrolidin-3-yl)butyl heptanoate C(CCCCCC)(=O)OCC([C@H](C[C@H]1C(NCC1)=O)NC([C@H](CC(C)C)NC(=O)C=1NC2=CC=CC=C2C1)=O)=O